(2S)-4-[(3,5-Dichlorophenyl)carbonyl]-2-{5-methyl-[1,2,4]triazolo[1,5-a]pyrimidin-7-yl}morpholine ClC=1C=C(C=C(C1)Cl)C(=O)N1C[C@H](OCC1)C1=CC(=NC=2N1N=CN2)C